4-oxo-4H-benzopyran-3-boronic acid O=C1C(=COC2=C1C=CC=C2)B(O)O